N-Phenyl-thiourea C1(=CC=CC=C1)NC(=S)N